C(C1=CC=CC=C1)N1CC(CC1=O)(C(=O)OC)CC1OC1 methyl 1-benzyl-3-(oxiran-2-ylmethyl)-5-oxopyrrolidine-3-carboxylate